ClC=1C(=CC(=C(C1)S(=O)(=O)NC1=NOC2=C1C(=CC(=C2)CN2N=CC(=C2)CNS(=O)(=O)C)OC)OC)C 5-chloro-2-methoxy-N-(4-methoxy-6-((4-(methylsulfonamidomethyl)-1H-pyrazol-1-yl)methyl)benzo[d]isoxazol-3-yl)-4-methylbenzenesulfonamide